(2R)-7-((2-hydroxyethyl)sulfonyl)-2-(3-(3-methoxy-2-(methoxymethyl)-3-oxopropyl)phenyl)-2,6,6-trimethylheptanoic acid OCCS(=O)(=O)CC(CCC[C@](C(=O)O)(C)C1=CC(=CC=C1)CC(C(=O)OC)COC)(C)C